3a-(hydroxymethyl)-1-methyl-hexahydrocyclopenta[b]pyrrol-2(1H)-one OCC12C(N(C(C1)=O)C)CCC2